ethyl 4-((2-oxa-5-azaspiro[3.5]nonan-5-ylsulfonyl)carbamoyl)-5-(dimethylamino)-2-fluorobenzoate C1OCC12N(CCCC2)S(=O)(=O)NC(=O)C2=CC(=C(C(=O)OCC)C=C2N(C)C)F